N1CC(C1)NC=1C=CC(=C(C(=O)NC(C)C2=CC=C(C3=CC=CC=C23)C#CC2CCN(CC2)CCCCC(=O)N2CCC(CC2)C=2C=C3CCN(C3=CC2)[C@H]2C(NC(CC2)=O)=O)C1)C 5-(azetidin-3-ylamino)-N-[1-[4-[2-[1-[5-[4-[1-[(3R)-2,6-dioxo-3-piperidyl]indolin-5-yl]-1-piperidyl]-5-oxo-pentyl]-4-piperidyl]ethynyl]-1-naphthyl]ethyl]-2-methyl-benzamide